(5aS,7aR,7bS)-3,3,6,6,7,7-hexamethylhexahydro-3H,5H-cyclobuta[3,4]pyrrolo[1,2-c]oxazol-5-one CC1(OC[C@H]2N1C([C@H]1[C@@H]2C(C1(C)C)(C)C)=O)C